FC=1C=NC(=NC1)CC1CNC(C1)C 5-fluoro-2-((5-methylpyrrolidin-3-yl)methyl)pyrimidine